N,N'-disilyltriazine [SiH3]N1N(N=CC=C1)[SiH3]